Heptane-2-yl ketone CC(CCCCC)C(=O)C(C)CCCCC